C(#N)C1=CC=C(C=C1)C1=C(NC2=C(C=CC=C12)F)C(=O)NC[C@H](CC(CNC(OC(C)(C)C)=O)O)NC(OC(C)(C)C)=O di-tert-butyl ((4S)-5-(3-(4-cyanophenyl)-7-fluoro-1H-indole-2-carboxamido)-2-hydroxypentane-1,4-diyl)dicarbamate